4-Nitroguaiacol potassium salt hydrate O.[K].[N+](=O)([O-])C=1C=C(C(=CC1)OC)O